5-(2-chlorophenoxy)-3-((4-(difluoromethoxy)benzyl)amino)-4H-benzo[e][1,2,4]thiadiazine 1,1-dioxide ClC1=C(OC2=CC=CC3=C2NC(=NS3(=O)=O)NCC3=CC=C(C=C3)OC(F)F)C=CC=C1